BrC[C@@H](COC1=C(C(=C(C=C1)C1CCC(CC1)CCCCC)F)F)C [(2R)-3-bromo-2-methyl-propoxy]-2,3-difluoro-4-(4-pentylcyclohexyl)benzene